C1CCC(CC1)N=C=O 4-cyclohexyl isocyanate